Cl.N[C@@H]1C[C@H](C1)C#N trans-3-aminocyclobutane-1-formonitrile hydrochloride